(S)-4-amino-N-methyl-N-(6-(trifluoromethyl)-2,3-dihydrobenzofuran-3-yl)-1,3-dihydrofuro[3,4-c]Quinoline-8-carboxamide NC1=NC=2C=CC(=CC2C2=C1COC2)C(=O)N([C@@H]2COC1=C2C=CC(=C1)C(F)(F)F)C